O1CCOC2=C1C=CC=C2C2=CC=C(C(=N2)OC)NC2=CC=C(C=C2)CC(=O)N2CCN(CC2)C 2-{4-[6-(2,3-Dihydro-benzo[1,4]dioxin-5-yl)-2-methoxy-pyridin-3-ylamino]-phenyl}-1-(4-methyl-piperazin-1-yl)-ethanone